N[C@@H](C)[C@@H](C\C=C/C\C=C/C\C=C/C\C=C/C\C=C/C\C=C/CCCCCC[C@H]([C@H](C)N)O)O (2S,3R,5Z,8Z,11Z,14Z,17Z,20Z,28R,29S)-2,29-diaminotriaconta-5,8,11,14,17,20-hexaene-3,28-diol